CC1=CC(=CC=C1)CC 1-Methyl-3-ethyl-benzene